CO[C@@H]1[C@H](O)O[C@H]([C@H]([C@H]1OC)O)C 2,3-di-O-methyl-α-l-fucose